non-3-en-1-ol C(CC=CCCCCC)O